5-cyclopropoxy-3-(trifluoromethyl)picolinimidamide C1(CC1)OC=1C=C(C(=NC1)C(N)=N)C(F)(F)F